6-(2-(1H-tetrazol-5-yl)phenyl)-N2-benzyl-N2-isobutyl-N4-(4-methylpyrimidin-2-yl)pyridine-2,4-diamine N1N=NN=C1C1=C(C=CC=C1)C1=CC(=CC(=N1)N(CC(C)C)CC1=CC=CC=C1)NC1=NC=CC(=N1)C